BrC=1C(=C(C(=NC1)C(C)(F)F)F)N 5-bromo-2-(1,1-difluoroethyl)-3-fluoropyridin-4-amine